(R)-(4-(1H-pyrrolo[2,3-b]pyridin-4-yl)-3,4-dihydro-2H-1,4-thiazin-6-yl)(3-aminoazepan-1-yl)methanone N1C=CC=2C1=NC=CC2N2CCSC(=C2)C(=O)N2C[C@@H](CCCC2)N